rac-(2R,5S)-tert-butyl 2-(6-azidospiro[3.3]heptan-2-yl)-5-methylpiperidine-1-carboxylate N(=[N+]=[N-])C1CC2(CC(C2)[C@@H]2N(C[C@H](CC2)C)C(=O)OC(C)(C)C)C1 |r|